FC(C=1C=C(C=C(C1)OC)N1S(C2=C(C1)C(=CC=C2)F)(=O)=O)(F)F N-(3-trifluoromethyl-5-methoxyphenyl)-4-fluorobenzo[d]isothiazole-1,1-dioxide